6-oxo-1H-pyridine-3-carboxamide O=C1C=CC(=CN1)C(=O)N